N-(4-(6-(hydroxyamino)-6-oxohexylamino)-3-nitrobenzenesulfonyl)-2-phenoxybenzamide ONC(CCCCCNC1=C(C=C(C=C1)S(=O)(=O)NC(C1=C(C=CC=C1)OC1=CC=CC=C1)=O)[N+](=O)[O-])=O